N-ethyl-N-(2-(6-methoxy-1H-indol-3-yl)ethyl)propan-2-amine C(C)N(C(C)C)CCC1=CNC2=CC(=CC=C12)OC